COC(=O)C1=C(C=NC=C1)NC[C@@H]1CCOC2=C1C=CC(=C2)SC2=CC(=CC=C2)F 3-({[(4R)-7-[(3-fluorophenyl)thio]-3,4-dihydro-2H-1-benzopyran-4-yl]methyl}amino)pyridine-4-carboxylic acid methyl ester